C(C)(C)(C)N(C(O)=O)S(NCCCCCSC1=C(C=NC2=CC(=C(C=C12)OC)OC)C#N)(=O)=O tert-butyl-(N-(5-((3-cyano-6,7-dimethoxyquinolin-4-yl)thio)pentyl)sulfamoyl)carbamic acid